C1(CC1)[C@H](C)NC(=O)C=1NC(=NN1)C=1C=C(C=CC1)C=1OC(=CN1)C(=O)N[C@H](C(=O)OC)CC(C)C (S)-methyl 2-(2-(3-(5-(((S)-1-cyclopropylethyl) carbamoyl)-4H-1,2,4-triazol-3-yl) phenyl) oxazole-5-carboxamido)-4-methylpentanoate